[K].FC(C(C(F)(F)F)(O)C(F)(F)F)(F)F 1,1,1,3,3,3-hexafluoro-2-(trifluoromethyl)propan-2-ol potassium